1-(6-hexyl-4-phenylquinolin-2-yl)-5-oxopyrrolidine-3-carboxylic acid ethyl ester C(C)OC(=O)C1CN(C(C1)=O)C1=NC2=CC=C(C=C2C(=C1)C1=CC=CC=C1)CCCCCC